(1,3-dimethyl-1H-inden-2-yl)(2,4-diphenyl-1H-inden-1-yl)dimethylsilane CC1C(=C(C2=CC=CC=C12)C)[Si](C)(C)C1C(=CC2=C(C=CC=C12)C1=CC=CC=C1)C1=CC=CC=C1